NC=1C(=NC(=C(N1)C=1OC=CN1)C=1C=CC=2N(C1)C(=CN2)C)C(=O)NCC(C)O 3-amino-N-(2-hydroxypropyl)-6-(3-methylimidazo[1,2-a]pyridin-6-yl)-5-(oxazol-2-yl)pyrazine-2-carboxamide